N-tert-butyl-2-[(2-{4-[(4-hydroxyoxan-4-yl)methoxy]pyridin-2-yl}-5H,6H,7H-cyclopenta[d]pyrimidin-4-yl)(methyl)amino]acetamide C(C)(C)(C)NC(CN(C)C=1C2=C(N=C(N1)C1=NC=CC(=C1)OCC1(CCOCC1)O)CCC2)=O